[4-(2-Hydroxy-ethyl)-piperazin-1-yl]-[1-methyl-2-(6-trifluoromethoxy-benzothiazol-2-ylamino)-1H-benzoimidazol-5-yl]-methanone OCCN1CCN(CC1)C(=O)C1=CC2=C(N(C(=N2)NC=2SC3=C(N2)C=CC(=C3)OC(F)(F)F)C)C=C1